piperazine-1-carboxylic acid (R)-tert-butyl ester C(C)(C)(C)OC(=O)N1CCNCC1